ferric pyrophosphate sodium salt [Na+].[O-]P([O-])(=O)OP(=O)([O-])[O-].[Fe+3]